C(C)S(=O)(=O)C=1C(=NC=C(C1)C(F)(F)F)N 3-ethylsulfonyl-5-(trifluoromethyl)pyridin-2-amine